8-methoxy-N-(2-methoxypyridin-3-yl)-2-(1-methyl-2-oxabicyclo[2.1.1]hex-4-yl)imidazo[1,2-a]pyrazine-6-carboxamide COC=1C=2N(C=C(N1)C(=O)NC=1C(=NC=CC1)OC)C=C(N2)C21COC(C2)(C1)C